BrC1=C(C=CC=C1)CCNC1=CC(=NC=N1)C1=CC(=CS1)OCC 5-{6-[2-(2-Bromo-phenyl)-ethylamino]-pyrimidin-4-yl}-3-ethoxy-thiophene